C(C1=CC=CC=C1)OC1=C(C(=C(C(=C1F)F)F)F)S(=O)(=O)N(C)C 2-(benzyloxy)-3,4,5,6-tetrafluoro-N,N-dimethylbenzenesulfonamide